C(C)S(=O)(=O)C=1C=C(C=CC1)C1=NNC(=C1O)C 3-(3-(ethylsulfonyl)phenyl)-5-methyl-pyrazol-4-ol